N-(1-Cyano-1-methylethyl)-4-(thiophen-3-carbonylamino)pyridin C(#N)C(C)(C)N1CC=C(C=C1)NC(=O)C1=CSC=C1